OC1=C(C=C(C=C1)C)C=1SC[C@H](N1)[C@H]1SC[C@@H](N1C)C(=O)O (2R,4S)-2-((S)-2-(2-hydroxy-5-methylphenyl)-4,5-dihydrothiazol-4-yl)-3-methylthiazolidine-4-carboxylic acid